O1CCN(CCC1)C(=O)C1=CC2=C(C=N1)C(=NN2CC(F)(F)F)NC=2N=NC=CC2 1,4-oxazepan-4-yl-[3-(pyridazin-3-ylamino)-1-(2,2,2-trifluoroethyl)pyrazolo[4,3-c]pyridin-6-yl]methanone